methylpentane adipate C(CCCCC(=O)O)(=O)O.CCCCCC